O1C(=CC=C1)CN(C(C1=CC=CC=C1)=O)C N-(furan-2-ylmethyl)-N-methylbenzamide